NC1=C(C=CC=C1)NC(C1=CC=C(C=C1)CCCOC=1C=C(C=C2C(=NC=NC12)C)C=1C=NC(=C(C1)F)OC)=O N-(2-aminophenyl)-4-(3-((6-(5-fluoro-6-methoxypyridin-3-yl)-4-methylquinazolin-8-yl)oxy)propyl)benzamide